2-(2,2-difluoroethoxy)-6-methoxypyridin-3-amine FC(COC1=NC(=CC=C1N)OC)F